7-[[5-(4-methylpiperazin-1-yl)-2-pyridyl]amino]-4-(6-methyl-1H-pyrrolo[3,2-c]pyridin-3-yl)isoindolin-1-one CN1CCN(CC1)C=1C=CC(=NC1)NC=1C=CC(=C2CNC(C12)=O)C1=CNC2=C1C=NC(=C2)C